[1-[(2-chlorophenyl)methyl]-5-[5-(2-methylpropoxy)-thien-2-yl]-1H-pyrazol-3-yl]methanol ClC1=C(C=CC=C1)CN1N=C(C=C1C=1SC(=CC1)OCC(C)C)CO